(S)-(4-(4-(difluoromethyl)pyrazolo[1,5-a]pyridin-2-yl)-6,7-dihydro-1H-imidazo[4,5-c]pyridin-5(4H)-yl)(5-(2-methylpyridin-3-yl)-1,3,4-oxadiazol-2-yl)methanone FC(C=1C=2N(C=CC1)N=C(C2)[C@H]2N(CCC1=C2N=CN1)C(=O)C=1OC(=NN1)C=1C(=NC=CC1)C)F